C1(CC1)C=1C=C(C=CC1)N1N=C(C=2C1=NC=C(C2)C(=O)NC2(CS(C2)(=O)=O)C)C(C)C 1-(3-cyclopropylphenyl)-3-isopropyl-N-(3-methyl-1,1-dioxidothietan-3-yl)-1H-pyrazolo[3,4-b]pyridine-5-carboxamide